FC=1C(=NC(=CC1)NC1=NNC(=C1)C)CC1(CC(NCC1)C)C(=O)O 4-((3-fluoro-6-((5-methyl-1H-pyrazol-3-yl)amino)pyridin-2-yl)methyl)-2-methyl-piperidine-4-carboxylic acid